CC=1C2=C(N=CN1)N(C=C2)[C@@H]2O[C@@H]([C@H]([C@H]2O)O)[C@@H]2OCC1=CC(=CC=C21)OC(F)(F)F (2R,3R,4S,5S)-2-(4-methyl-7H-pyrrolo[2,3-d]pyrimidin-7-yl)-5-((R)-5-(trifluoromethoxy)-1,3-dihydroisobenzofuran-1-yl)tetrahydrofuran-3,4-diol